6-Bromo-N-cyclopropyl-4-nitropyridin-2-amine BrC1=CC(=CC(=N1)NC1CC1)[N+](=O)[O-]